2-(1-cyclobutyl-3-methyl-1H-indazol-7-yl)-2-(3-((5-(5,6,7,8-tetrahydro-1,8-naphthyridin-2-yl)pentyl)oxy)azetidin-1-yl)acetic acid C1(CCC1)N1N=C(C2=CC=CC(=C12)C(C(=O)O)N1CC(C1)OCCCCCC1=NC=2NCCCC2C=C1)C